FC1=C(OC=2C=3N(N=C(C2)C=2C=C4C=CN(C(C4=CC2)=O)C2CCNCC2)C=C(N3)C)C=CC=C1 6-[8-(2-fluorophenoxy)-2-methyl-imidazo[1,2-b]pyridazin-6-yl]-2-(4-piperidyl)isoquinolin-1-one